ClC=1C=C(C=CC1)[C@@H]1[C@H](C1)C(=O)NC1=NC=NC(=C1)NCC=1N=C2N(C=C(C=C2N2C(COCC2)=O)C2CC2)C1 |r| rac-(1S*,2S*)-2-(3-chlorophenyl)-N-(6-(((6-cyclopropyl-8-(3-oxomorpholino)imidazo[1,2-a]pyridin-2-yl)methyl)amino)pyrimidin-4-yl)cyclopropane-1-carboxamide